CC=1C=C(C=CC1OC=1C=C2C(=NC1)NC=C2)N2C(N(CC2=O)C2=CC(=CC=C2)C(F)(F)F)=O 3-[3-methyl-4-(1H-pyrrolo[2,3-b]pyridin-5-yloxy)phenyl]-1-[3-(trifluoromethyl)phenyl]-2,4-imidazolidinedione